p-cyanobenzoyl chloride C(#N)C1=CC=C(C(=O)Cl)C=C1